6-[5-[(1S)-1-(tert-butoxycarbonylamino)ethyl]-3-cyclopropyl-1,2,4-triazol-1-yl]pyrimidine-4-carboxamide C(C)(C)(C)OC(=O)N[C@@H](C)C1=NC(=NN1C1=CC(=NC=N1)C(=O)N)C1CC1